1-bromo-2,2,4,4-tetramethylbutane BrCC(CC(C)C)(C)C